[Cl-].OC(C[N+]1=CC=CC=C1)CCCCCCCCCCCC 1-(2-hydroxytetradecyl)pyridinium chloride